docosyl-trimethyl-ammonium methyl-sulfate COS(=O)(=O)[O-].C(CCCCCCCCCCCCCCCCCCCCC)[N+](C)(C)C